The molecule is an acyl-CoA(4-) that is the tetraanion of lactoyl-CoA arising from deprotonation of phosphate and diphosphate functions. It is a conjugate base of a lactoyl-CoA. CC(C(=O)SCCNC(=O)CCNC(=O)[C@@H](C(C)(C)COP(=O)([O-])OP(=O)([O-])OC[C@@H]1[C@H]([C@H]([C@@H](O1)N2C=NC3=C(N=CN=C32)N)O)OP(=O)([O-])[O-])O)O